FC(CN1N=CC=2C1=NC(=CN2)N2CC1(CCN(C1=O)C1=NC(=CC=C1)C(F)(F)F)CC2)F 7-[1-(2,2-difluoroethyl)-1H-pyrazolo[3,4-b]pyrazin-6-yl]-2-[6-(trifluoromethyl)pyridin-2-yl]-2,7-diazaspiro[4.4]nonan-1-one